(R)-2-chloro-N,N-dimethyl-5-(piperidin-3-ylamino)benzamide ClC1=C(C(=O)N(C)C)C=C(C=C1)N[C@H]1CNCCC1